C(#N)C1=C(C=C(CO[C@H]2CN(CC2)C(=O)OC(C)(C)C)C=C1OC)F tert-butyl (R)-3-((4-cyano-3-fluoro-5-methoxybenzyl)oxy)pyrrolidine-1-carboxylate